2-(3,4-dimethoxybenzyl)-1,3-dioxolane COC=1C=C(CC2OCCO2)C=CC1OC